C[C@H]1N(CCOC1)C1=NC2=C(N=CC=C2C=C1)C1=CC=NN1C1OCCCC1 2-[(3R)-3-methylmorpholin-4-yl]-8-[1-(tetrahydro-2H-pyran-2-yl)-1H-pyrazol-5-yl]-1,7-naphthyridine